tert-butyl 4-((1-(6-(1-methyl-1H-pyrazol-4-yl)pyrazolo[1,5-a]pyrazin-4-yl)piperidin-4-yl)methyl)-3-oxopiperazine-1-carboxylate CN1N=CC(=C1)C=1N=C(C=2N(C1)N=CC2)N2CCC(CC2)CN2C(CN(CC2)C(=O)OC(C)(C)C)=O